4,5-dibromo-2-(2,2,2-trifluoroethyl)triazole BrC1=NN(N=C1Br)CC(F)(F)F